3-bromo-8-methoxy-6-methyl-2-(trifluoromethyl)pyrido[1,2-a]pyrimidin-4-one BrC1=C(N=C2N(C1=O)C(=CC(=C2)OC)C)C(F)(F)F